[(2-chloro-1,6-naphthyridin-7-yl)methyl]carbamate ClC1=NC2=CC(=NC=C2C=C1)CNC([O-])=O